2-(6-(4-((6-methoxypyridin-3-yl)methyl)-4,7-diazaspiro[2.5]oct-7-yl)pyridin-3-yl)-N-(5-methyl-1H-pyrazol-3-yl)quinazolin-4-amine COC1=CC=C(C=N1)CN1C2(CC2)CN(CC1)C1=CC=C(C=N1)C1=NC2=CC=CC=C2C(=N1)NC1=NNC(=C1)C